1-((2-(2,6-Dioxopiperidin-3-yl)-1-oxoisoindolin-5-yl)methyl)-3-(4-(((1S,3R)-3-(hydroxymethyl)cyclopentyl)methoxy)phenyl)urea O=C1NC(CCC1N1C(C2=CC=C(C=C2C1)CNC(=O)NC1=CC=C(C=C1)OC[C@@H]1C[C@@H](CC1)CO)=O)=O